CC1=CC2=C(NC(=N2)C2(C(N(C3=CC=CC=C23)C)=O)C2=C(C=CC=C2)O)C=C1C 3-(5,6-Dimethyl-1H-benzo[d]imidazol-2-yl)-3-(2-hydroxyphenyl)-1-methylindolin-2-one